CC=1C(=NOC1C)C#CC=1C=C(C=CC1)S(=O)(=O)NC1=C2CN(C(C2=CC=C1)=O)C1CNCCC1 3-((4,5-dimethylisoxazol-3-yl)ethynyl)-N-(1-oxo-2-(piperidin-3-yl)isoindol-4-yl)benzenesulfonamide